1-(6-aminopyridin-3-yl)piperidine-4-carboxylic acid methyl ester COC(=O)C1CCN(CC1)C=1C=NC(=CC1)N